(RS)-N-(1-((3-chloro-5-trifluoromethylpyridin-2-yl)oxy)prop-2-yl)-6,7-dimethoxyquinazolin-4-amine ClC=1C(=NC=C(C1)C(F)(F)F)OC[C@@H](C)NC1=NC=NC2=CC(=C(C=C12)OC)OC |r|